(2-Fluoro-3-((1r,4r)-4-hydroxy-1',2'-dihydrospiro[cyclohexane-1,3'-pyrrolo[2,3-b]pyridin]-5'-yl)phenyl)((S)-2-(1-methyl-1H-pyrazol-4-yl)piperidin-1-yl)methanone FC1=C(C=CC=C1C=1C=C2C(=NC1)NCC21CCC(CC1)O)C(=O)N1[C@@H](CCCC1)C=1C=NN(C1)C